ClC=1SC(=CN1)[C@H]1CSC=2N1C(C(=C([N+]2C)[O-])C2=CC(=CC(=C2)Cl)Cl)=O (3R)-3-(2-chlorothiazol-5-yl)-6-(3,5-dichlorophenyl)-8-methyl-5-oxo-2,3-dihydrothiazolo[3,2-a]pyrimidin-8-ium-7-olate